[C@H]12N(C[C@H](CC1)C2)CC(=O)NC=2C=C(C(=NC2)C)NC(=O)C=2C=NN1C2C(=NC(=C1)C=1C=NN(C1)C)C N-(5-(2-((1S,4R)-2-azabicyclo[2.2.1]heptan-2-yl)acetamido)-2-methylpyridin-3-yl)-4-methyl-6-(1-methyl-1H-pyrazol-4-yl)pyrazolo[1,5-a]pyrazine-3-carboxamide